((2R,6S)-2,6-Dimethylpiperazin-1-yl)acetate hydrochloride Cl.C[C@H]1N([C@H](CNC1)C)CC(=O)O